COCCN(CCOC)CC=1C(=C(C(=O)NC=2SC3=C(N2)C(=CC(=C3)C(F)(F)F)CNS(=O)(=O)C)C=C(C1)Cl)O 3-((bis(2-methoxyethyl)amino)methyl)-5-chloro-2-hydroxy-N-(4-(methylsulfonamidomethyl)-6-(trifluoromethyl)benzo[d]thiazol-2-yl)benzamide